C1(CC1)C=1N=CN(C1)C=1C=C(C=NC1)C=1C(=NC(=CC1)C1=NN=CN1C(C)C)C(=O)N (5-(4-cyclopropyl-1H-imidazol-1-yl)pyridin-3-yl)-6-(4-isopropyl-4H-1,2,4-triazol-3-yl)pyridinecarboxamide